4,7-bis(4-methoxyoctyl)-1,3-diiminobenzisoindoline COC(CCCC1=C2C(NC(C2=C2C(=C1)C=C(C=C2)CCCC(CCCC)OC)=N)=N)CCCC